Methyl 1-(3-methyltetrahydrofuran-3-yl)-6-oxo-4-(((trifluoromethyl)sulfonyl)oxy)-1,6-dihydropyridine-3-carboxylate CC1(COCC1)N1C=C(C(=CC1=O)OS(=O)(=O)C(F)(F)F)C(=O)OC